6,6,8,8-tetramethyl-4,10-diphenethyl-3,5,7,9,11-pentaoxa-6,8-disilatridecane C[Si](OC(OCC)CCC1=CC=CC=C1)(O[Si](OC(OCC)CCC1=CC=CC=C1)(C)C)C